2-(4-bromo-2,3-dihydrobenzofuran-7-yl)acetic acid BrC1=CC=C(C2=C1CCO2)CC(=O)O